Cl.C(CCC)N(CCC(O)C=1C2=CC=C(C=C2C=2C=C(C=C(C2C1)Cl)Cl)C(F)(F)F)CCCC 3-(dibutylamino)-1-(1,3-dichloro-6-(trifluoromethyl)phenanthren-9-yl)propan-1-ol hydrochloride